nickel-copper-tin oxide [Sn]=O.[Cu].[Ni]